N-[(1S)-1-(4-bromo-2-methylphenyl)-2,2,2-trifluoroethyl]-N-methylcyclobutanecarboxamide BrC1=CC(=C(C=C1)[C@@H](C(F)(F)F)N(C(=O)C1CCC1)C)C